IC=1C2=C(NN1)CCC2 3-iodo-1,4,5,6-tetrahydrocyclopenta[c]pyrazole